trifluoromethanesulfonic acid 6-fluoro-4-nitro-2,3-dihydro-1H-inden-5-yl ester FC1=C(C(=C2CCCC2=C1)[N+](=O)[O-])OS(=O)(=O)C(F)(F)F